BrC=1C=CC=2N(C1)C(=NN2)C(F)(F)OCC 6-bromo-3-[ethoxy(difluoro)methyl]-[1,2,4]triazolo[4,3-a]pyridine